C1(CC1)N1CCN(CC1)C(=O)[C@H]1CN(CCC1)S(=O)(=O)C1=CC=C(C=C1)C1=CC=C(C=C1)S(=O)(=O)C (R)-(4-cyclopropylpiperazin-1-yl)(1-((4'-methanesulfonyl)-[1,1'-biphenyl]-4-sulfonyl)3-piperidyl)methanone